N1=C2C(=NO1)C(=CC=C2C2=CC=C(C=O)C=C2)C2=CC=C(C=O)C=C2 4,4'-(Benzofurazan-4,7-diyl)dibenzoaldehyde